C(C1=CC=CC=C1)N1CCCN(CCCN(CCC1)CC=1C(=C(C=C(C1)C)NC(C(CO)CO)=O)O)CC=1C(=C(C=C(C1)C)NC(C(CO)CO)=O)O N,N'-{(9-benzyl-1,5,9-triazacyclododecane-1,5-diyl)bis[methylene(2-hydroxy-5-methyl-3,1-phenylene)]}bis[3-hydroxy-2-(hydroxymethyl)propanamide]